S1CCC=2C1=C1C=NNC1=CC2 Dihydrothieno[2,3-e]indazole